FC1=C(C=C(C(=C1O)O)OC)C1=NC2=C(N1C1(COC1)C)C=C(C=C2)S(=O)(=O)N(C)C 2-(2-fluoro-3,4-dihydroxy-5-methoxyphenyl)-N,N-dimethyl-1-(3-methyloxetan-3-yl)-1H-benzo[d]imidazole-6-sulfonamide